(R)-2-(5-(hydroxymethyl)-6-((1-methylpiperidin-3-yl)amino)pyridazin-3-yl)-3-methyl-5-(trifluoromethyl)phenol OCC=1C=C(N=NC1N[C@H]1CN(CCC1)C)C1=C(C=C(C=C1C)C(F)(F)F)O